2-(dimethylamino)-1-[4-(trifluoromethyl)phenyl]ethanone CN(CC(=O)C1=CC=C(C=C1)C(F)(F)F)C